9-ethyl-2-(3-methoxy-4-phenyl-1H-pyrazol-1-yl)-6-(piperidin-1-yl)-9H-purine C(C)N1C2=NC(=NC(=C2N=C1)N1CCCCC1)N1N=C(C(=C1)C1=CC=CC=C1)OC